NC=1N=C(SC1C(=O)C1=CC(=NO1)C(=O)NC1=NC=CC=C1)N(C1=CC=C(C=C1)F)[C@@H](C(=O)N)C |r| rac-5-[4-Amino-2-(N-(2-amino-1-methyl-2-oxoethyl)-4-fluoroanilino)thiazol-5-carbonyl]-N-(2-pyridyl)isoxazol-3-carboxamid